C1(=CC=CC=C1)C1=NC(=NC(=N1)C1=CC2=C(OC3=C([Si]24C2=C(C5=C4C=CC=C5)C=CC=C2)C=CC=C3)C=C1)C=1C=C(C=CC1)C1=CC=C(C=C1)C#N 3'-(4-phenyl-6-(spiro[dibenzo[b,d]silole-5,10'-dibenzo[b,e][1,4]oxasilin]-2'-yl)-1,3,5-triazin-2-yl)-[1,1'-biphenyl]-4-carbonitrile